(l)-3-[2-(4-Acetylaminobenzoyl)-1,2,3,4-tetrahydroisoquinolin-5-yl]-3-(7-methoxy-1-methyl-1H-benzo[d][1,2,3]triazol-5-yl)propionic acid ethyl ester C(C)OC(CC(C1=CC2=C(N(N=N2)C)C(=C1)OC)C1=C2CCN(CC2=CC=C1)C(C1=CC=C(C=C1)NC(C)=O)=O)=O